C(CCCCCCCCCCCCCCC)(=O)OCCCCCCCCCCCCCCCCCC palmitic acid, stearyl ester